ClC=1C(=CC2=C(N(C(N=C2N2[C@H](CN(CC2)C(=O)OC(C)(C)C)C)=O)C=2C(=NC=CC2C)C(C)C)N1)F (S)-tert-Butyl 4-(7-chloro-6-fluoro-1-(2-isopropyl-4-methylpyridin-3-yl)-2-oxo-1,2-dihydro-pyrido[2,3-d]pyrimidin-4-yl)-3-methylpiperazine-1-carboxylate